NC1=C(C=C(C#N)C=C1)N1C2=CC=CC=C2C=2C=CC=C(C12)F 4-amino-3-(1-fluoro-9H-carbazol-9-yl)benzonitrile